N-((5-(2,4-difluorophenyl)-4-methoxy-1-(pyridin-3-ylsulfonyl)-1H-pyrrol-3-yl)methyl)methan-d3-amine FC1=C(C=CC(=C1)F)C1=C(C(=CN1S(=O)(=O)C=1C=NC=CC1)CNC([2H])([2H])[2H])OC